OC1=CC=C2C=CC(=CC2=C1)C=1SC=C(N1)CC(=O)OCC Ethyl 2-(2-(7-Hydroxynaphthalen-2-yl)Thiazol-4-yl)Acetate